2-(5-(trifluoromethyl)pyridin-2-yl)-2,8-diazaspiro[4.5]decan-1-one hydrochloride Cl.FC(C=1C=CC(=NC1)N1C(C2(CC1)CCNCC2)=O)(F)F